β-aminoethyltriethoxysilane NCC[Si](OCC)(OCC)OCC